C1C=CC=2OCC=C3C(C21)=CC3=O 1H-cyclobuta[d]cyclopenta[b]oxepin-7(5H)-one